4-Methyl-piperidine-1-carboxylic acid [4-methoxy-7-(tetrahydro-pyran-4-yl)-thiazolo[4,5-c]pyridin-2-yl]-amide COC1=NC=C(C2=C1N=C(S2)NC(=O)N2CCC(CC2)C)C2CCOCC2